Cl.NCC1=CN=C(S1)C1=CC=C(OCCCN2[C@@H](CCC2)C(=O)OC)C=C1 methyl (3-(4-(5-(aminomethyl) thiazol-2-yl) phenoxy) propyl)-L-prolinate hydrochloride